5'-chloro-2'-{1H-imidazo[4,5-b]pyridin-2-yl}-4-{[(1R)-1-phenylbutyl]carbamoyl}-[1,1'-biphenyl]-2-carboxylic acid ClC=1C=CC(=C(C1)C=1C(=CC(=CC1)C(N[C@H](CCC)C1=CC=CC=C1)=O)C(=O)O)C=1NC=2C(=NC=CC2)N1